7-((1-Methyl-3-(trifluoromethyl)-1H-pyrazol-5-yl)sulfonyl)-N-(tetrahydro-2H-pyran-4-yl)-7-azaspiro[3.5]nonan-2-amine CN1N=C(C=C1S(=O)(=O)N1CCC2(CC(C2)NC2CCOCC2)CC1)C(F)(F)F